C(CCCCCCCCCCCCCCCCC)NC(=O)NCCC[Si](OC)(OC)OC 1-octadecyl-3-(3-(trimethoxysilyl)propyl)urea